CN1N=CC=C1C=1C=C2C=CN(C(C2=CC1)=O)CC=1C=C(C(=O)NC2CCN(CC2)CC(F)(F)F)C=CC1 3-((6-(1-Methyl-1H-pyrazol-5-yl)-1-oxoisoquinolin-2(1H)-yl)methyl)-N-(1-(2,2,2-trifluoroethyl)piperidin-4-yl)benzamide